8-(6-((R)-1-(2-(6-azaspiro[2.5]octan-6-yl)ethoxy)ethyl)pyridin-3-yl)-1-(trans-3-methoxycyclobutyl)-3-methyl-1H-imidazo[4,5-c]cinnolin-2(3H)-one C1CC12CCN(CC2)CCO[C@H](C)C2=CC=C(C=N2)C2=CC=1C3=C(N=NC1C=C2)N(C(N3[C@@H]3C[C@H](C3)OC)=O)C